N1[C@@H](CC=CC1)C(=O)[O-] (S)-1,2,3,6-tetrahydropyridine-2-carboxylate